potassium icosanoate C(CCCCCCCCCCCCCCCCCCC)(=O)[O-].[K+]